2-Bromo-5-nitronicotinic acid BrC1=C(C(=O)O)C=C(C=N1)[N+](=O)[O-]